Methyl 2-bromo-3-methylbut-2-enoate BrC(C(=O)OC)=C(C)C